C1(=CC=CC=C1)C1(C2=CC=CC=C2N(C=2C=CC=CC12)C1=CC=C(C=C1)C1=NC2=C(N1C1=CC=C(C=C1)OC)C1=CC=CC=C1C=1C=CC=CC12)C1=CC=CC=C1 2-(4-(9,9-diphenylacridin-10(9H)-yl)phenyl)-1-(4-methoxyphenyl)-1H-phenanthro[9,10-d]imidazole